methyl (2R,3S,3aS,6aR)-3-((N,N-dimethylsulfamoyl)amino)-2-((((1s,4S)-4-phenylcyclohexyl)oxy)methyl)hexahydrocyclopenta[b]pyrrole-1(2H)-carboxylate CN(S(=O)(=O)N[C@H]1[C@@H]2[C@H](N([C@H]1COC1CCC(CC1)C1=CC=CC=C1)C(=O)OC)CCC2)C